NC=1C=NC=C(C1S)Br 3-amino-5-bromopyridine-4-thiol